7,7,9,9-tetramethyl-1-oxa-3,8-diaza-4-oxo-spiro[4.5]decane CC1(CC2(C(NCO2)=O)CC(N1)(C)C)C